8-bromo-4H-chromen-4-one BrC=1C=CC=C2C(C=COC12)=O